N-(3-iodophenyl)-7-chloro-6-fluoro-2-hydrazono-N-methyl-1,2-dihydroquinazolin-4-amine IC=1C=C(C=CC1)N(C1=NC(NC2=CC(=C(C=C12)F)Cl)=NN)C